FCSOC(C1=CC=CC=C1)=O benzoic acid fluoromethylthio ester